3-((2-chloro-3-((dimethyl(oxo)-λ6-sulfanylidene)amino)-4-Fluorophenyl)thio)propionic acid methyl ester COC(CCSC1=C(C(=C(C=C1)F)N=S(=O)(C)C)Cl)=O